Dioxacyclohexane-6-benzaldehyde O1OCCCC1C1=CC=CC=C1C=O